BrC1=CC(=C(C=C1)C(C=O)(C)C)F 2-(4-bromo-2-fluoro-phenyl)-2-methyl-propionaldehyde